C1OCC12CC(C2)C2=NNC(=C2)NC([C@@H](C)C=2C=NN(C2)C2=CC(=CC(=C2)F)C#N)=O (S)-N-(3-(2-oxaspiro[3.3]heptan-6-yl)-1H-pyrazol-5-yl)-2-(1-(3-cyano-5-fluorophenyl)-1H-pyrazol-4-yl)propanamide